BrC1=C(C=NN(C1=O)C)N[C@@H]1C[C@@H](CN(C1)C)C1=CC=C(C=C1)COC1CN(C1)C=1C=C2C(N(C(C2=CC1)=O)C1C(NC(CC1)=O)=O)=O 5-[3-[[4-[(3R,5R)-5-[(5-bromo-1-methyl-6-oxo-pyridazin-4-yl)amino]-1-methyl-3-piperidyl]phenyl]methoxy]azetidin-1-yl]-2-(2,6-dioxo-3-piperidyl)isoindoline-1,3-dione